(R)-4-methyl-2-(3-(3-(5-methyl-1,2,4-oxadiazol-3-yl)benzoylamino)butanoylamino)thiazole-5-carboxylic acid ethyl ester C(C)OC(=O)C1=C(N=C(S1)NC(C[C@@H](C)NC(C1=CC(=CC=C1)C1=NOC(=N1)C)=O)=O)C